2-(6-{5-chloro-2-[(oxan-4-yl)amino]pyrimidin-4-yl}-1-oxo-2,3-dihydro-1H-isoindol-2-yl)-N-[(oxan-3-yl)methyl]acetamide ClC=1C(=NC(=NC1)NC1CCOCC1)C1=CC=C2CN(C(C2=C1)=O)CC(=O)NCC1COCCC1